C(C1=CC=CC=C1)OC1=CC=C(C=C1)NC(=O)C1=CC(=NC2=CC(=CC=C12)OC)C1=CC=CC=C1 N-(4-benzyloxyphenyl)-7-methoxy-2-phenylquinoline-4-carboxamide